CC1(OB(OC1(C)C)C=1C=NN(C1)C1CCN(CC1)C(=O)OCCCC)C butyl 4-(4-(4,4,5,5-tetramethyl-1,3,2-dioxaborolan-2-yl)-1H-pyrazol-1-yl)piperidine-1-carboxylate